FC1=NNC=2C=CC3=C(C12)CCCC(=C3C3=CC=C(C=C3)N3CCC(CC3)CN3CCN(CC3)C=3C=C1CN(C(C1=CC3)=O)[C@@H]3C(NC(CC3)=O)=O)C(C(F)(F)F)(F)F (S)-3-(5-(4-((1-(4-(1-fluoro-7-(perfluoroethyl)-3,8,9,10-tetrahydrocyclohepta[e]indazol-6-yl)phenyl)piperidin-4-yl)methyl)piperazin-1-yl)-1-oxoisoindolin-2-yl)piperidine-2,6-dione